o-tolyl-(Cresyl) glycidyl ether C(C1CO1)OC1=C(C=C(C=C1)C)C1=C(C=CC=C1)C